3,6-dichloro-N-[(3,4-dimethylphenyl)methyl]pyridazin-4-amine ClC=1N=NC(=CC1NCC1=CC(=C(C=C1)C)C)Cl